N1C(=CC=C1)C=C pyrrylethylene